(1R,2R)-2-(fluoromethyl)cyclopropane-1-carboxylic acid FC[C@H]1[C@@H](C1)C(=O)O